[Se].[Sn].[In].[Cu].ClC=1C=C(CC2CCN(CC2)C(CC=2N=NC(=CC2)Cl)=O)C=CC1 1-(4-(3-chlorobenzyl)piperidin-1-yl)-2-(6-chloropyridazin-3-yl)ethanone Copper indium tin selenium